FC1([C@@H](CN(C1)C1=NO[C@@H](C1)C1=NC=C(C=C1C1=C(C=C(C=C1F)F)F)F)NS(=O)(=O)CF)F N-[(3R)-4,4-difluoro-1-{(5S)-5-[5-fluoro-3-(2,4,6-trifluorophenyl)pyridin-2-yl]-4,5-dihydro-1,2-oxazol-3-yl}pyrrolidin-3-yl]-1-fluoromethanesulfonamide